COC=1C=C2C(N=C(O2)C=2N=C3SC(=NN3C2)SC)=C(C1)O 6-methoxy-2-(2-(methylsulfanyl)imidazo[2,1-b][1,3,4]thiadiazol-6-yl)benzo[d]oxazol-4-ol